P(O)(=O)(OP(=O)(O)OP(=O)(O)O)OC[C@@H]1[C@H](C[C@@H](O1)N1C(=O)NC(=O)C(C)=C1)O 3H-thymidine triphosphate